ClC1=C(C=CC=C1Cl)N1CCN(CC1)CCC1CCC(CC1)NC(=O)NC N-[(1r,4r)-4-{2-[4-(2,3-dichlorophenyl)piperazin-1-yl]ethyl}cyclohexyl]-N'-methylurea